ClC=1C(=C(CN2[C@@H](C[C@@](CC2)(C(=O)O)CC2=NC(=C(C(=C2)C(C(C)C)=O)F)NC2=NNC(=C2)C)C)C=CC1)F (2R,4R)-1-(3-chloro-2-fluorobenzyl)-4-((5-fluoro-4-isobutyryl-6-((5-methyl-1H-pyrazol-3-yl)amino)-pyridin-2-yl)methyl)-2-methyl-piperidine-4-carboxylic acid